C(C)OC(C)=O.C(CCCCC(C)C)(=O)[O-].[Na+] sodium isooctanoate ethyl-acetate salt